FC1=C(C=C(C=C1)F)[C@H]1OC[C@@H](C([C@@H]1N)=C)N1CC2=NN(C=C2C1)S(=O)(=O)C (2R,3S,5R)-2-(2,5-difluorophenyl)-4-methylene-5-(2-methylsulfonyl-4,6-dihydropyrrolo[3,4-c]pyrazol-5-yl)tetrahydropyran-3-amine